C(C)(=O)C1=C(C2=C(N=C(N=C2)NC2=CC=C(C=N2)N2CCN(CC2)C(CCCCCCCC(=O)NC2=C(C(=O)NC=3SC(=C(N3)C)[N+](=O)[O-])C=CC=C2)=O)N(C1=O)C1CCCC1)C 2-(9-(4-(6-((6-acetyl-8-cyclopentyl-5-methyl-7-oxo-7,8-dihydropyrido[2,3-d]pyrimidin-2-yl)amino)pyridin-3-yl)piperazin-1-yl)-9-oxononanamido)-N-(4-methyl-5-nitrothiazol-2-yl)benzamide